((5-(allyloxy)-2-methylphenyl)amino)propanoic acid C(C=C)OC=1C=CC(=C(C1)NC(C(=O)O)C)C